C(C)(C)(C)OC(=O)N1CC=2C(=NC=C(C2C1=O)NC1=NC=C(C=C1)N1CCC(CC1)O)C=1C=2N(N=CC1)C=CN2 7-((5-(4-hydroxypiperidin-1-yl)pyridin-2-yl)amino)-4-(imidazo[1,2-b]pyridazin-8-yl)-1-oxo-1,3-dihydro-2H-pyrrolo[3,4-c]pyridine-2-carboxylic acid tert-butyl ester